1-(5-Bromo-2-chlorophenyl)-2-(2H-tetrazol-2-yl)ethan-1-one BrC=1C=CC(=C(C1)C(CN1N=CN=N1)=O)Cl